COC=1C=C(C=CC1OC)C1=C(C(=O)N)C(=CN=C1)C=1SC=C(C1)NC(CCCC)=O 3-(3,4-dimethoxyphenyl)-5-(4-pentanamidothiophen-2-yl)isonicotinamide